ClC1=CC=C(C=C1)P1(OCC(NC1(C)C)(C)C)=O 2-(4-Chlorophenyl)-2-oxo-3,3,5,5-tetramethyl-[1,4,2]-oxazaphosphinane